2-(8-(4-(2-(2-aminopyridin-3-yl)-5-phenyl-3H-imidazo[4,5-b]pyridin-3-yl)benzyl)-3,8-diazabicyclo[3.2.1]octan-3-yl)pyrimidine-4-carbonitrile NC1=NC=CC=C1C1=NC=2C(=NC(=CC2)C2=CC=CC=C2)N1C1=CC=C(CN2C3CN(CC2CC3)C3=NC=CC(=N3)C#N)C=C1